S1C=CC2=C1C(OCC21CC1)CNC(C)=O N-((5'H,7'H-spiro[cyclopropane-1,4'-thieno[2,3-c]pyran]-7'-yl)methyl)acetamide